C[N+]1(CCCCC1)C1=CC=C(C=C1)OC N-methyl-N-(4-methoxyphenyl)piperidinium